C(C)N(CC(=O)O)S(=O)(=O)C(C(C(C(C(C(C(C(F)(F)F)(F)F)(F)F)(F)F)(F)F)(F)F)(F)F)(F)F N-ethyl-N-[(heptadecafluorooctyl)sulfonyl]glycine